1-[(3S,5R)-5-(methoxymethyl)-1-(prop-2-enoyl)pyrrolidin-3-yl]-3-[2-[1-methyl-2-(trifluoromethyl)-1,3-benzodiazol-5-yl]ethynyl]-5-(methylamino)pyrazole-4-carboxamide COC[C@H]1C[C@@H](CN1C(C=C)=O)N1N=C(C(=C1NC)C(=O)N)C#CC1=CC2=C(N(C(=N2)C(F)(F)F)C)C=C1